3alpha-hydroxy-5alpha-pregnan-20-one O[C@H]1C[C@@H]2CC[C@H]3[C@@H]4CC[C@H](C(C)=O)[C@]4(CC[C@@H]3[C@]2(CC1)C)C